5-(2-fluorophenyl)-1-(pyridine-3-sulfonyl)-1H-pyrrol FC1=C(C=CC=C1)C1=CC=CN1S(=O)(=O)C=1C=NC=CC1